FC(CN1N=CC=2C1=NC(=CN2)N2C[C@H](CCC2)[C@@H](C)OC2=C(C=CC=C2)C(F)(F)F)F 1-(2,2-Difluoroethyl)-6-((S)-3-((R)-1-(2-(trifluoromethyl)phenoxy)ethyl)piperidin-1-yl)-1H-pyrazolo[3,4-b]pyrazine